N-[4-[(1,1-dioxothian-4-yl)amino]-3-nitro-phenyl]sulfonyl-2-(1H-pyrrolo[2,3-b]pyridin-5-yloxy)benzamide O=S1(CCC(CC1)NC1=C(C=C(C=C1)S(=O)(=O)NC(C1=C(C=CC=C1)OC=1C=C2C(=NC1)NC=C2)=O)[N+](=O)[O-])=O